2-[[4-(1,3-benzothiazol-2-yl)piperazin-1-yl]methyl]-N-ethylsulfonyl-benzamide S1C(=NC2=C1C=CC=C2)N2CCN(CC2)CC2=C(C(=O)NS(=O)(=O)CC)C=CC=C2